3,6-dichlorobenzaldehyde ClC=1C=C(C=O)C(=CC1)Cl